(2S)-2-amino-2-tetrahydrofuran-2-yl-ethanol N[C@@H](CO)C1OCCC1